N,N-didecyl-aminoacetic acid C(CCCCCCCCC)N(CCCCCCCCCC)CC(=O)O